4-(3-bromo-1H-pyrazol-1-yl)piperidine BrC1=NN(C=C1)C1CCNCC1